ClC=1C=2N(C3=CC(=CC=C3N1)C(=O)OC)C=CC2 methyl 4-chloropyrrolo[1,2-a]quinoxaline-8-carboxylate